Zinc Sulfite [Sulphite] S(=O)([O-])[O-].S(=O)(O)O.[Zn+2]